4-bromo-3-(prop-2-yl)-1H-pyrazole-5-carboxylic acid ethyl ester C(C)OC(=O)C1=C(C(=NN1)C(C)C)Br